COC(=O)C1=CC=C(C=C1)C1N(CCN(C1)C(=O)OCC1=CC=CC=C1)C(=O)OC(C)(C)C 4-benzyl 1-tert-butyl 2-(4-(methoxycarbonyl)phenyl)piperazine-1,4-dicarboxylate